4'-((2-butyl-6-(cyclobutanecarbonyl)-4-oxo-4,5,6,7-tetrahydro-3H-pyrrolo[3,4-d]pyrimidin-3-yl)methyl)-N-(4,5-dimethylisoxazol-3-yl)-2'-(ethoxymethyl)-[1,1'-biphenyl]-2-sulfonamide C(CCC)C=1N(C(C2=C(N1)CN(C2)C(=O)C2CCC2)=O)CC2=CC(=C(C=C2)C=2C(=CC=CC2)S(=O)(=O)NC2=NOC(=C2C)C)COCC